ClC1=C(C=C(C=C1)NCCCN(C)C)C N1-(4-chloro-3-methylphenyl)-N3,N3-dimethylpropane-1,3-diamine